(S)-5-bromo-4-(difluoromethyl)-N-(1,1,1-trifluorobutan-2-yl)pyridin-2-amine BrC=1C(=CC(=NC1)N[C@H](C(F)(F)F)CC)C(F)F